[Br-].CN1C(OC2=C1C=CC=C2)=CC2=CC=[NH+]C1=CC=CC=C21 4-{[3-methyl-2,3-dihydro-1,3-benzoxazol-2-ylidene]methyl}quinoline-1-ium bromide